CN(C(N)=N)C 3,3-dimethylguanidine